C1(CC1)S(=N)=O (cyclopropyl)(oxo)-λ6-sulfanimine